FC(C1=CC2=C(N=CO2)C=C1)(F)F 6-(trifluoromethyl)-1,3-benzoxazol